4-[5-(4-fluorophenyl)-6-(trifluoromethyl)-1H-pyrrolo[2,3-f]indazol-7-yl]benzoic Acid FC1=CC=C(C=C1)N1C(=C(C2=C1C=C1C=NNC1=C2)C2=CC=C(C(=O)O)C=C2)C(F)(F)F